2β,15β,17β-trihydroxyandrost-4-en-3-one O[C@@H]1C(C=C2CC[C@H]3[C@@H]4[C@@H](C[C@@H]([C@@]4(C)CC[C@@H]3[C@]2(C1)C)O)O)=O